FC1(CCC2=C1N=C(N=C2C2=CC1=C(C=C2)C2(NC(N(C2)CCO)=O)CO1)N1[C@H]([C@@H](C1)O)C)F 6-[7,7-difluoro-2-[(2S,3R)-3-hydroxy-2-methyl-azetidin-1-yl]-5,6-dihydrocyclopenta[d]pyrimidin-4-yl]-1'-(2-hydroxyethyl)spiro[2H-benzofuran-3,4'-imidazolidine]-2'-one